BrN1C2(N3C(=C(C=CC3=O)Cl)C1=O)CCC1(CC2)CC1 bromo-8''-chloro-2''H-dispiro[cyclopropan-1,1'-cyclohexane-4',3''-imidazo[1,5-a]pyridin]-1'',5''-dione